C(C1=CC=CC=C1)OC(N(CC1CCOCC1)C1C[C@@H]2[C@@H](CNC2)C1)=O ((3ar,5s,6as)-octahydrocyclopenta[c]pyrrol-5-yl)((tetrahydro-2H-pyran-4-yl)methyl)carbamic acid benzyl ester